5-[(2R,4S)-4-[6,7-dimethyl-4-[3-(trifluoromethyl)-1-bicyclo[1.1.1]pentanyl]pteridin-2-yl]tetrahydropyran-2-yl]-1-[1,2,2,2-tetradeuterio-1-(trideuteriomethyl)ethyl]pyridin-2-one CC=1N=C2C(=NC(=NC2=NC1C)[C@@H]1C[C@@H](OCC1)C=1C=CC(N(C1)C(C([2H])([2H])[2H])(C([2H])([2H])[2H])[2H])=O)C12CC(C1)(C2)C(F)(F)F